1-(3-(5-(3-amino-5-methyl-1H-indazol-4-yl)-6-chloro-4-fluoro-1H-benzo[d]imidazol-1-yl)azetidin-1-yl)prop-2-en-1-one NC1=NNC2=CC=C(C(=C12)C1=C(C2=C(N(C=N2)C2CN(C2)C(C=C)=O)C=C1Cl)F)C